(R)-4-((1-(2-methyl-3-cyanophenyl)ethyl)amino)-8-methoxy-2-methyl-6-morpholinopyrido[4,3-d]pyrimidin-7(6H)-one CC1=C(C=CC=C1C#N)[C@@H](C)NC=1C=2C(N=C(N1)C)=C(C(N(C2)N2CCOCC2)=O)OC